3-(3-((2-((2-cyclopropyl-4-((1R,4R)-5-methyl-2,5-diazabicyclo[2.2.1]heptan-2-yl)phenyl)amino)-5-(trifluoromethyl)pyrimidin-4-yl)amino)propyl)-1,3-oxazinan-2-one C1(CC1)C1=C(C=CC(=C1)N1[C@H]2CN([C@@H](C1)C2)C)NC2=NC=C(C(=N2)NCCCN2C(OCCC2)=O)C(F)(F)F